C(C)(C)(C)OC(=O)N[C@H](C(=O)O)C(C)(C)O (S)-2-((tert-butoxycarbonyl)amino)-3-hydroxy-3-methylbutyric acid